C(C#CC)(=O)NC=1C=C(C=CC1)C1=NC=2C(=NC=CC2C2=CC(=C(CNC(=O)C3=NC(=NO3)C(C)(C)C)C=C2)F)N1 N-(4-(2-(3-(But-2-ynamido)phenyl)-3H-imidazo[4,5-b]pyridin-7-yl)-2-fluorobenzyl)-3-(tert-butyl)-1,2,4-oxadiazole-5-carboxamide